ClC1=C2N=CN(C2=NC(=N1)N)CC1=C(C=C(C=C1F)[N+](=O)[O-])F 6-chloro-9-[(2,6-difluoro-4-nitro-phenyl)methyl]purin-2-amine